O1CC(C=C1)=O furane-3-one